[Cl-].C(CCCCCCCCCCCCCCC)(=O)OCC[N+](CCOC(CCCCCCCCCCCCCCC)=O)(C)C N,N-Bis(2-Palmitoyloxy-ethyl)dimethylammonium chlorid